acetylglucosamine chlorine [Cl].C(C)(=O)C1(O)[C@H](N)[C@@H](O)[C@H](O)[C@H](O1)CO